ClC1=CC=C2C(=N1)N(C=C2C2=CC1=C(NC=N1)C=C2)COCC[Si](C)(C)C 5-(6-chloro-1-[[2-(trimethylsilyl)ethoxy]methyl]pyrrolo[2,3-b]pyridin-3-yl)-1H-1,3-benzodiazole